ClC1=C(OC2=CC=CC3=C2NC(=NS3(=O)=O)NCC3=CC=CC=2CCOC23)C=CC=C1 5-(2-chlorophenoxy)-3-(((2,3-dihydrobenzofuran-7-yl)methyl)amino)-4H-benzo[e][1,2,4]thiadiazine 1,1-dioxide